ClC=1C(=NC=2C=CC3=C(C2N1)C=CC=C3)C3=CC1=CC=CC=C1C=C3 2-chloro-3-(naphthalen-2-yl)benzo[f]Quinoxaline